C(C)OC1=C(C=CC(=C1)F)C1=CC(NC=2C=C3C(=CC12)OCO3)=O 8-(2-ethoxy-4-fluorophenyl)-[1,3]dioxolo[4,5-g]quinolin-6(5H)-one